n-propyl (1,2-dimethyl-2,3-epoxycyclopentenyl)acetate CC=1C2(C(CC1)(O2)CC(=O)OCCC)C